((chloromethyl)thio)-5-methyl-1,3,4-thiadiazole ClCSC=1SC(=NN1)C